n-methyl-3-((7-(1-methyl-1H-1,2,3-triazol-5-yl)-4-oxoquinazolin-3(4H)-yl)methyl)benzamide CNC(C1=CC(=CC=C1)CN1C=NC2=CC(=CC=C2C1=O)C1=CN=NN1C)=O